7-acetyl-2,2-dimethylchroman-4-one C(C)(=O)C1=CC=C2C(CC(OC2=C1)(C)C)=O